6-(4-hydroxytetrahydro-2H-pyran-4-yl)quinoline-4-carboxylic acid methyl ester COC(=O)C1=CC=NC2=CC=C(C=C12)C1(CCOCC1)O